2-amino-1-(3-hydroxy-2,6-dimethylphenyl)-5,6-dimethyl-4-oxopyrrolo[3,2-c]pyridine-3-carboxamide NC1=C(C=2C(N(C(=CC2N1C1=C(C(=CC=C1C)O)C)C)C)=O)C(=O)N